4-((2-(1H-indol-3-yl)ethyl)amino)-2-(5-fluoropyridin-3-yl)-N-methyl-5,8-dihydropyrido[3,4-d]pyrimidine-7(6H)-carboxamide N1C=C(C2=CC=CC=C12)CCNC=1C2=C(N=C(N1)C=1C=NC=C(C1)F)CN(CC2)C(=O)NC